C1(CC1)CC=1C=NC=CC1C(=O)NC=1C=C2CCC(NC2=C(C1)C)=O 3-(cyclopropylmethyl)-N-(8-methyl-2-oxo-3,4-dihydro-1H-quinolin-6-yl)pyridine-4-carboxamide